[N+](=O)([O-])C1=NN(C=C1)C1CCOCC1 3-nitro-1-tetrahydropyran-4-yl-pyrazole